C(C1=CC=CC=C1)OC1=C(C=C(C=C1)C)/C(=C/C1N(CCCC1)C)/C1=CC=CC=C1 2-[(E)-2-(2-benzyloxy-5-methyl-phenyl)-2-phenyl-vinyl]-N-methylpiperidine